3-[2-[[(1R)-1-(3,6-dimethyl-4-oxo-2-phenyl-benzopyran-8-yl)ethyl]amino]phenyl]-3-oxo-propionitrile CC1=C(OC2=C(C1=O)C=C(C=C2[C@@H](C)NC2=C(C=CC=C2)C(CC#N)=O)C)C2=CC=CC=C2